CC=1C=C2C(=NC1N1CCC(CC1)OC1=CC=CC=C1)COC2=O 3-methyl-2-(4-phenoxypiperidin-1-yl)furo[3,4-b]pyridin-5(7H)-one